2-(4-(trifluoromethyl)phenyl)-1,2,3,4-tetrahydroquinoline FC(C1=CC=C(C=C1)C1NC2=CC=CC=C2CC1)(F)F